1-(4-{3-azatricyclo[7.3.1.05,13]trideca-1(13),5,7,9,11-pentaene-3-sulfonyl}phenyl)-3-(pyridin-3-ylmethyl)urea C1=2CN(CC3=CC=CC(=CC=C1)C23)S(=O)(=O)C2=CC=C(C=C2)NC(=O)NCC=2C=NC=CC2